(hex-5-yn-1-yl)-7-hydroxyheptanamide C(CCCC#C)C(C(=O)N)CCCCCO